tert-butyl (((1S,6R,7R)-7-(2-fluorophenyl)-3-azabicyclo[4.1.0]heptan-7-yl)methyl)carbamate FC1=C(C=CC=C1)[C@]1([C@@H]2CCNC[C@H]12)CNC(OC(C)(C)C)=O